Cl.NC(CCCCB(O)O)C1=NN=NN1C(CCO)C1=CC=CC=C1 (5-amino-5-(1-(3-hydroxy-1-phenylpropyl)-1H-tetrazol-5-yl)pentyl)boronic acid hydrochloride